IC1=NN(C(=C1C(C)C)C)C1=CC=2C([N+](=C1)[O-])=NN(C2)C 5-[3-iodo-5-methyl-4-(propan-2-yl)-1H-pyrazol-1-yl]-2-methyl-2H-pyrazolo[3,4-b]pyridin-7-ium-7-olate